sorbitol sesquimaleate C(\C=C/C(=O)O)(=O)O.OC[C@H](O)[C@@H](O)[C@H](O)[C@H](O)CO.C(\C=C/C(=O)O)(=O)O.C(\C=C/C(=O)O)(=O)O.OC[C@H](O)[C@@H](O)[C@H](O)[C@H](O)CO